C(C1=CC=CC=C1)C1=CC=NN1CC1=C(C=CC=C1)Cl 5-Benzyl-1-[(2-chlorophenyl)methyl]-1H-pyrazol